FC=1C=C(CNC(OC(C)(C)C)=O)C=C(C1)C=1C=NN(C1)C=1C=NC(=CC1)OC tert-Butyl (3-fluoro-5-(1-(6-methoxypyridin-3-yl)-1H-pyrazol-4-yl)benzyl)carbamate